(2S)-2-{[(5-bromopyridin-3-yl)methyl]amino}-5,5-dimethylhexanoic acid BrC=1C=C(C=NC1)CN[C@H](C(=O)O)CCC(C)(C)C